FC1=C(C2=C(C(=C(C(=C2C(=C1F)F)F)F)F)F)[B-](C1=C(C(=C(C2=C(C(=C(C(=C12)F)F)F)F)F)F)F)(C1=C(C(=C(C2=C(C(=C(C(=C12)F)F)F)F)F)F)F)C1=C(C(=C(C2=C(C(=C(C(=C12)F)F)F)F)F)F)F.C[NH+](C1=CC=CC=C1)C N,N-dimethylanilinium tetra(perfluoronaphthyl)borate